CO[C@@H]1CNCC[C@H]1NC(OCC1=CC=CC=C1)=O benzyl ((trans)-3-methoxypiperidin-4-yl)carbamate